2-hydroxypropane-1,3-diylbis(2,2-dimethylheptanoate) OC(CC(C(C(=O)[O-])(C)C)CCCC)CC(C(C(=O)[O-])(C)C)CCCC